CN(CCN1N=CC2=CC(=CC=C12)NC1=NC=CC(=N1)C1=CN(C2=CC=CC=C12)C)C 1-(2-(dimethylamino)ethyl)-N-(4-(1-methyl-1H-indol-3-yl)pyrimidin-2-yl)-1H-indazole-5-amine